[Ge](=O)=O Germanium (IV)-oxid